C1(CC1)C1=NNC=C1N1N=CC2=CC=CC=C12 1-(3-cyclopropyl-1H-pyrazol-4-yl)-1H-indazole